N(=[N+]=[N-])C[C@@H]1C[C@@H]([C@H]([C@@H](OC)O1)O)O methyl 6-azido-4,6-dideoxy-α-D-glucopyranoside